COC(C1=C(C(=C(C=C1)C=1C=NC=CC1)Cl)Cl)=O (pyridin-3-yl)2,3-dichlorobenzoic acid methyl ester